BrC1=CN=C(O1)[C@@H]([C@@H](C(=O)O)NC(=O)OC(C)(C)C)OCC (2S,3R)-3-(5-bromooxazol-2-yl)-2-((tert-butoxycarbonyl)amino)-3-ethoxypropanoic acid